(R)-2-(3-((6-(2-(ethoxymethoxy)-4-(prop-1-yn-1-yl)phenyl)-5-methylpyridazine-3-yl)amino)piperidin-1-yl)ethan-1-ol C(C)OCOC1=C(C=CC(=C1)C#CC)C1=C(C=C(N=N1)N[C@H]1CN(CCC1)CCO)C